The molecule is a member of the class of xanthones that is 9H-xanthen-9-one substituted by a 2,2-dimethyl-4-(prop-1-en-2-yl)cyclopentyl group at position 2, hydroxy groups at positions 1, 3 and 6 and a methoxy group at position 5. It is isolated from the callus of Hypericum perforatum and exhibits antioxidant and antimicrobial activities. It has a role as a radical scavenger, an antimicrobial agent and a plant metabolite. It is a member of xanthones, a polyphenol and an aromatic ether. CC(=C)[C@H]1C[C@@H](C(C1)(C)C)C2=C(C3=C(C=C2O)OC4=C(C3=O)C=CC(=C4OC)O)O